COC=1N=C2C(=CC=NC2=CC1OC)OC1=C(C=C(C=C1)NC(=O)C1=CN(C=C(C1=O)C1=CC=C(C=C1)F)C(CO)(C)C)F N-[4-[(6,7-dimethoxy-1,5-naphthyridin-4-yl)oxy]-3-fluorophenyl]-5-(4-fluorophenyl)-1-(1-hydroxy-2-methylpropan-2-yl)-4-oxopyridine-3-carboxamide